1-(2-methyl-1-(methylamino)-1-oxopropan-2-yl)-N-((5-(pyridin-4-yl)-1,3,4-thiadiazol-2-yl)methyl)-1H-1,2,3-triazole-4-carboxamide CC(C(=O)NC)(C)N1N=NC(=C1)C(=O)NCC=1SC(=NN1)C1=CC=NC=C1